COC1=C(C=CC=C1)C1=NC=CC(=N1)COC1=NNC(=C1)C 2-(2-methoxyphenyl)-4-(((5-methyl-1H-pyrazol-3-yl)oxy)methyl)pyrimidine